NC(C#N)C1=CC(=CC(=C1)OC(F)(F)F)F 2-amino-2-(3-fluoro-5-(trifluoromethoxy)phenyl)acetonitrile